3-(2,6-difluoro-3,5-dimethoxyphenyl)-N-ethyl-8-(morpholinomethyl)-4,7-dihydro-3H-pyrrolo[3',2':5,6]pyrido[4,3-d]pyrimidin-2-amine FC1=C(C(=C(C=C1OC)OC)F)N1C(=NC2=C(C1)C=NC1=C2C=C(N1)CN1CCOCC1)NCC